tert-butyl 1-((1s,3s)-3-(3,3-dimethylpyrrolidin-1-yl)cyclobutyl)-2-oxo-6-(4,4,5,5-tetramethyl-1,3,2-dioxaborolan-2-yl)spiro[indoline-3,4'-piperidine]-1'-carboxylate CC1(CN(CC1)C1CC(C1)N1C(C2(CCN(CC2)C(=O)OC(C)(C)C)C2=CC=C(C=C12)B1OC(C(O1)(C)C)(C)C)=O)C